(R)-4-((3S,5S,8R,9S,10S,13R,14S,17R)-3-hydroxy-10,13-dimethylhexadecahydro-1H-cyclopenta[a]phenanthren-17-yl)-1-((S)-4-(5-methoxypyrimidin-4-yl)-2-methylpiperazin-1-yl)pentan-1-one O[C@H]1CC[C@@]2([C@H]3CC[C@@]4([C@H](CC[C@H]4[C@@H]3CC[C@H]2C1)[C@@H](CCC(=O)N1[C@H](CN(CC1)C1=NC=NC=C1OC)C)C)C)C